C(=O)(OCC=C(C)C)C(O)C(O)C(=O)[O-] monoprenyl tartrate